NC1=CC=CC2=C1N(C(=N2)C(F)(F)F)C2C(NC(CC2)=O)=O 7-amino-N-(2,6-dioxopiperidin-3-yl)-2-(trifluoromethyl)-1H-benzo[d]Imidazole